ClC=1C(=CC(=C(C1)N(C(=O)[C@H]1N(C([C@H]([C@H]1O)O)=O)C1=NC(=CC(=C1)C(F)(F)F)C)C)F)F (2s,3s,4s)-N-(5-chloro-2,4-difluorophenyl)-3,4-dihydroxy-N-methyl-1-(6-methyl-4-(trifluoromethyl)pyridin-2-yl)-5-oxopyrrolidine-2-carboxamide